2-(2,5-difluoro-4-pentoxy-phenyl)-3,4-difluoro-5-propoxyphenol FC1=C(C=C(C(=C1)OCCCCC)F)C1=C(C=C(C(=C1F)F)OCCC)O